N1,N1-dimethylbenzene-1,4-dicarboxamide CN(C(=O)C1=CC=C(C=C1)C(=O)N)C